(E)-5-bromo-2-(buta-1,3-dien-1-yl)pyridine BrC=1C=CC(=NC1)\C=C\C=C